[Cl-].C(C1=CC=CC=C1)[N+](CCCCCCCCCCCCCCCCCC)(C)CC benzyl-ethyl-methyl-octadecyl-ammonium chloride